NC1=C(C=C(C=N1)NC(C(=O)N1C(CCC(C1)C)C1CNC(C1)=O)=O)C N-(6-amino-5-methyl-3-pyridyl)-2-[5-methyl-2-(5-oxopyrrolidin-3-yl)-1-piperidyl]-2-oxo-acetamide